2-(2-chloro-4-(trifluoromethyl)phenoxy)-1-(4-(5-(chlorodifluoromethyl)-1,2,4-oxadiazol-3-yl)phenyl)ethan-1-one ClC1=C(OCC(=O)C2=CC=C(C=C2)C2=NOC(=N2)C(F)(F)Cl)C=CC(=C1)C(F)(F)F